FC1=CC=CC=2C(=COC21)C=2C=C(SC2)C(CCC(=O)O)=O 4-(4-(7-fluorobenzofuran-3-yl)thiophen-2-yl)-4-oxobutanoic acid